5-(difluoromethoxy)-1-methyl-3-(trifluoromethyl)-1H-pyrazole FC(OC1=CC(=NN1C)C(F)(F)F)F